FC1=NNC2=CC=C(C=C12)C#CC1=NC(=NC=C1)C1=NC(=NC=C1)NCC1=C(C(=CC(=C1)F)F)F ((3-fluoro-1H-indazol-5-yl)ethynyl)-N-(2,3,5-trifluorobenzyl)-[2,4'-bipyrimidin]-2'-amine